1-(t-butyl) 2-ethyl 2-allyl-3-oxopyrrolidin-1,2-dicarboxylate C(C=C)C1(N(CCC1=O)C(=O)OC(C)(C)C)C(=O)OCC